ClC=1C=CC=2C3=C(NC2C1F)CCN([C@@H]3C)C(=O)C3=NC=C(C=N3)OC (R)-(7-chloro-6-fluoro-1-methyl-1,3,4,5-tetrahydro-2H-pyrido[4,3-b]indol-2-yl)(5-methoxypyrimidin-2-yl)methanone